C1(CC1)C1=CC(=CC(=N1)N1C(C2=CC(=C(C=C2C1)OC)CNCC1(CCC1)O)=O)C1=C(C=CC=C1)C1=NN=CN1C 2-(6-Cyclopropyl-4-(2-(4-methyl-4H-1,2,4-triazol-3-yl)phenyl)pyridin-2-yl)-6-((((1-hydroxycyclobutyl)methyl)amino)methyl)-5-methoxyisoindolin-1-one